4-((2S,6S)-2,6-dimethylpiperazin-1-yl)-7-(2-fluoro-5-methylphenyl)-1-(2-isopropyl-4-methylpyridin-3-yl)-2-oxo-1,2-dihydropyrido[2,3-d]pyrimidine-6-carbonitrile C[C@@H]1N([C@H](CNC1)C)C=1C2=C(N(C(N1)=O)C=1C(=NC=CC1C)C(C)C)N=C(C(=C2)C#N)C2=C(C=CC(=C2)C)F